1-propenyl-3-ethyl-imidazole C(=CC)N1CN(C=C1)CC